Difluoro-1-Chloroethane CC(F)(F)Cl